C(N)(OC1=C(C(=CC=C1)C(C)(C)C)NC(C1=CC=C(C=C1)NC1=NC=CC(=N1)C=1N=NN(C1)C1CCCCC1)=O)=O (tert-butyl 2-(4-((4-(1-cyclohexyl-1H-1,2,3-triazol-4-yl) pyrimidin-2-yl) amino) benzamido) phenyl) carbamate